4-(2-(Phenylethylamino)phenyl)piperazine-1-carboxylic acid tert-butyl ester C(C)(C)(C)OC(=O)N1CCN(CC1)C1=C(C=CC=C1)NCCC1=CC=CC=C1